BrN1C(=NC=C1)C1=CC(=CC=C1)OC 3-Bromo-2-(3-methoxyphenyl)imidazole